ethyl-octanediol C(C)C(CCCCCCC)(O)O